[C@H]12CN(C[C@H](CC1)N2)C2=NC(=NC1=C(C(=C3C(=C21)OCO3)C3=CC(=CC2=CC=CC=C32)O)F)OC[C@]32CCCN2C[C@@H](C3)F 4-(9-((1R,5S)-3,8-diazabicyclo[3.2.1]octan-3-yl)-5-fluoro-7-(((2R,7aS)-2-fluorotetrahydro-1H-pyrrolizin-7a(5H)-yl)methoxy)-[1,3]dioxolo[4,5-f]quinazolin-4-yl)naphthalen-2-ol